N-[5-[3-[(2S)-2-(dimethylamino)-2-(2-pyridyl)ethoxy]-5-methyl-isoxazol-4-yl]pyrazolo[1,5-a]pyridin-2-yl]cyclopropanecarboxamide CN([C@H](COC1=NOC(=C1C1=CC=2N(C=C1)N=C(C2)NC(=O)C2CC2)C)C2=NC=CC=C2)C